COC1=CC=2C(C3=CC=CC=C3C2C=C1B(O)O)(C)C (2-methoxy-9,9-dimethyl-9H-fluoren-3-yl)boronic acid